O=C1N(CCC12CCN(CC2)C(=O)OC(C)(C)C)C2=NC(=CN=C2)C(F)(F)F tert-butyl 1-oxo-2-(6-(trifluoromethyl)pyrazin-2-yl)-2,8-diazaspiro[4.5]decane-8-carboxylate